((4-(5-butyl-4-(4-(4-chlorophenoxy)phenyl)thiazol-2-yl)piperidin-1-yl)butyl)-1-isopropyl-1H-indole-5-carbonitrile C(CCC)C1=C(N=C(S1)C1CCN(CC1)CCCCC=1N(C2=CC=C(C=C2C1)C#N)C(C)C)C1=CC=C(C=C1)OC1=CC=C(C=C1)Cl